FC1(CC2(C1)C[C@H](N(CC2)CC2=C1C=CN(C1=C(C=C2[C@H]2C(C2)(F)F)C)C(=O)OC(C)(C)C)C2=CC=C(C=C2)C(=O)OC)F tert-butyl 4-(((S)-2,2-difluoro-6-(4-(methoxycarbonyl)phenyl)-7-azaspiro[3.5]nonan-7-yl)methyl)-5-((S)-2,2-difluorocyclopropyl)-7-methyl-1H-indole-1-carboxylate